3-ethoxy-4-((2,6,10-trimethylundeca-4,5,9-trien-2-yl)oxy)benzaldehyde C(C)OC=1C=C(C=O)C=CC1OC(C)(CC=C=C(CCC=C(C)C)C)C